6-Ethyl-9-fluoro-8-(6-fluoro-1-methylsulfonyl-1H-indol-4-yl)-1,4,4-trimethyl-5H-[1,2,4]triazolo[4,3-a]quinoxaline C(C)C1=C2NC(C=3N(C2=C(C(=C1)C1=C2C=CN(C2=CC(=C1)F)S(=O)(=O)C)F)C(=NN3)C)(C)C